4-(2-(difluoromethyl)-1H-benzo[d]imidazol-1-yl)-N-(2-methyl-1-(naphthalen-2-yl)propan-2-yl)-6-morpholino-1,3,5-triazin-2-amine FC(C1=NC2=C(N1C1=NC(=NC(=N1)N1CCOCC1)NC(CC1=CC3=CC=CC=C3C=C1)(C)C)C=CC=C2)F